C(C)(=O)N[C@@H](C(=O)NC1CN(CC12CN(C2)C(=O)[C@@H]2C(C2)(C)C)C(=O)C2=CN=CS2)[C@H](C)OCC2CCCCC2 (2R,3S)-2-acetamido-3-(cyclohexylmethoxy)-N-(2-((S)-2,2-dimethylcyclopropane-1-carbonyl)-6-(thiazole-5-carbonyl)-2,6-diazaspiro[3.4]octan-8-yl)butanamide